N[C@H]1CN(CCC1)C=1C=2N(C=NN1)C(=C(C2)C2=CC=C(C#N)C=C2)C2=CC=C(C=C2)C (R)-4-(1-(3-aminopiperidin-1-yl)-6-(p-tolyl)pyrrolo[1,2-d][1,2,4]triazine-7-yl)benzonitrile